5-((2-(4-isopropylphenoxy)-N-methylacetamido)methyl)pyrazolo[1,5-a]pyridine-3-carboxamide C(C)(C)C1=CC=C(OCC(=O)N(C)CC2=CC=3N(C=C2)N=CC3C(=O)N)C=C1